2-amino-N-(4-isopropylphenyl)benzamide NC1=C(C(=O)NC2=CC=C(C=C2)C(C)C)C=CC=C1